FC1(CCN(CCC1)C=1N=NC(=CC1C(=O)NC1=CC(=CC=C1)S(=O)(=N)C)C(F)(F)F)F 3-(4,4-difluoroazepan-1-yl)-N-(3-(S-methylsulfonimidoyl)phenyl)-6-(trifluoromethyl)pyridazine-4-carboxamide